(E)-1,2-di(pyridin-4-yl)ethylene N1=CC=C(C=C1)\C=C\C1=CC=NC=C1